N-[4-[4-(2-aminoethoxy)piperidine-1-carbonyl]-3-chloro-phenyl]-5-(2,3-difluoro-4-methoxy-phenyl)-1-methyl-imidazole-2-carboxamide NCCOC1CCN(CC1)C(=O)C1=C(C=C(C=C1)NC(=O)C=1N(C(=CN1)C1=C(C(=C(C=C1)OC)F)F)C)Cl